C(C)(C)(C)OC(=O)NCCC[C@H](N)C(=O)O N'-tert-Butoxycarbonyl-L-ornithine